CC1(CCN(CC1)C=1OC2=C(C=C(C=C2C(C1C=O)=O)C)[C@@H](C)NC1=C(C(=O)O)C=CC=C1)C (R)-2-((1-(2-(4,4-Dimethylpiperidin-1-yl)-3-formyl-6-methyl-4-oxo-4H-chromen-8-yl)ethyl)amino)benzoic acid